5-((4-methylpiperazin-1-yl)pyridin-2-yl)pyrimidin-2-amine CN1CCN(CC1)C=1C(=NC=CC1)C=1C=NC(=NC1)N